O1[C@@H](COCC1)C1=CC(=NC(=C1)S(=O)(=O)C)NC1=CC(=NC=C1C1=CC=C2C(=N1)OCC(O2)(C)C)NC(C)=O |r| (R/S)-N-(4-((4-(1,4-dioxan-2-yl)-6-(methylsulfonyl)pyridin-2-yl)amino)-5-(2,2-dimethyl-2,3-dihydro-[1,4]dioxino[2,3-b]pyridin-6-yl)pyridin-2-yl)acetamide